CNCC(C1=CC(=C(C=C1)O)O)O (±)-adrenaline